5-(4-fluoro-1-isopropyl-2-methyl-1H-benzo[d]imidazol-6-yl)-N-isopropyl-pyrrolo[2,1-f][1,2,4]triazin-2-amine FC1=CC(=CC=2N(C(=NC21)C)C(C)C)C=2C=CN1N=C(N=CC12)NC(C)C